Methyl 6-methyl-3-[1-[6-methyl-2-(2-methylindazol-5-yl)-4-oxo-chromen-8-yl]ethylamino]pyridine-2-carboxylate CC1=CC=C(C(=N1)C(=O)OC)NC(C)C=1C=C(C=C2C(C=C(OC12)C1=CC2=CN(N=C2C=C1)C)=O)C